5-(5-chloro-2-(3,4,5-trimethylphenylamino)pyrimidin-4-ylamino)benzo[d]oxazol-2(3H)-one trifluoroacetate salt FC(C(=O)O)(F)F.ClC=1C(=NC(=NC1)NC1=CC(=C(C(=C1)C)C)C)NC=1C=CC2=C(NC(O2)=O)C1